(2R,3R,4R,5S)-3,4,5-tris(benzyloxy)-1-(((1R,4R)-4-(tert-butyl)cyclohexyl)methyl)-2-methylpiperidine C(C1=CC=CC=C1)O[C@@H]1[C@H](N(C[C@@H]([C@H]1OCC1=CC=CC=C1)OCC1=CC=CC=C1)CC1CCC(CC1)C(C)(C)C)C